[6-(5-cyclopropyl-4H-1,2,4-triazol-3-yl)-2-azaspiro[3.3]heptan-2-yl]-[6-[3-fluoro-5-(trifluoromethyl)-2-pyridyl]-2,6-diazaspiro[3.3]heptan-2-yl]methanone C1(CC1)C=1NC(=NN1)C1CC2(CN(C2)C(=O)N2CC3(C2)CN(C3)C3=NC=C(C=C3F)C(F)(F)F)C1